3-(((chlorosulfonyl)(methyl)amino)methyl)azetidine-1-carboxylic acid tert-butyl ester C(C)(C)(C)OC(=O)N1CC(C1)CN(C)S(=O)(=O)Cl